2-(4-(2-Methoxyphenyl)cyclopent-1-en-1-yl)-4,4,5,5-tetramethyl-1,3,2-dioxaborolane COC1=C(C=CC=C1)C1CC=C(C1)B1OC(C(O1)(C)C)(C)C